3-amino-4-(5-(4-phenethoxyphenyl)-2H-tetrazol-2-yl)butanoic acid NC(CC(=O)O)CN1N=C(N=N1)C1=CC=C(C=C1)OCCC1=CC=CC=C1